2-(1H-Imidazol-1-yl)-N-((1r,4r)-4-(2-methoxyethoxy)cyclohexyl)-7H-purine-6-carboxamide N1(C=NC=C1)C1=NC(=C2NC=NC2=N1)C(=O)NC1CCC(CC1)OCCOC